(9-fluorenyl)-1-indanol C1=CC=CC=2C3=CC=CC=C3C(C12)C1(CCC2=CC=CC=C12)O